N-(8-fluoro-2-methyl-imidazo[1,2-a]pyridin-6-yl)-4-methoxy-2-(piperazin-1-yl)pyrimidine-5-carboxamide FC=1C=2N(C=C(C1)NC(=O)C=1C(=NC(=NC1)N1CCNCC1)OC)C=C(N2)C